N-(1-(4-Aminophenyl)-2-(benzylamino)-2-oxoethyl)-N-(3,4-dichlorophenyl)-propiolamide NC1=CC=C(C=C1)C(C(=O)NCC1=CC=CC=C1)N(C(C#C)=O)C1=CC(=C(C=C1)Cl)Cl